ClC=1N=C(C2=C(N1)C=CS2)NC2=C(SC=C2)C(=O)NC 3-((2-chlorothieno[3,2-d]pyrimidin-4-yl)amino)-N-methylthiophene-2-carboxamide